C(C)(C)(C)OC(CC1=C(C=C(C=C1C(C)C)OC(F)F)C1=CC(=NC=C1)F)=O 2-(4-(Difluoromethoxy)-2-(2-fluoropyridin-4-yl)-6-isopropylphenyl)acetic acid tert-butyl ester